C(C1=CC=CC=C1)NC(CO)C(F)F 2-(benzylamino)-3,3-difluoropropan-1-ol